2-(1-(4-(6-((4-Chloro-2-fluorobenzyl)oxy)pyridin-2-yl)piperazin-1-yl)ethyl)-1-(((S)-oxetan-2-yl)methyl)-1H-benzo[d]imidazole-6-carboxylate ClC1=CC(=C(COC2=CC=CC(=N2)N2CCN(CC2)C(C)C2=NC3=C(N2C[C@H]2OCC2)C=C(C=C3)C(=O)[O-])C=C1)F